C(#N)C1=CN=C2N1N=C(C=C2NC2=CC=CC(=N2)C(=O)N[C@@H](C(F)(F)F)C)NC21CC3(CC(CC(C2)C3)C1)O 6-({3-Cyano-6-[(3-hydroxyadamantan-1-yl)amino]imidazo[1,2-b]pyridazin-8-yl}amino)-N-[(2R)-1,1,1-trifluoropropan-2-yl]pyridin-2-carboxamid